FC(C(=O)O)(F)F.N1CC(C1)C1=CC=C(C=C1)C1=NOC(=N1)CC(C)(C)C 3-[4-(azetidin-3-yl)phenyl]-5-(2,2-dimethylpropyl)-1,2,4-oxadiazole, trifluoroacetic acid salt